CC=1N=CN(C1)C=1C=C(C#N)C=C(C1)C(F)(F)F 3-(4-methylimidazol-1-yl)-5-(trifluoromethyl)benzonitrile